C1(=CCCCCC1)C1=NN2C(N(C(=C(C2=O)N2CCNCC2)CC)CC(=O)NC2=CC=C(C=C2)OC(F)(F)F)=N1 2-(2-(cyclohept-1-en-1-yl)-5-ethyl-7-oxo-6-(piperazin-1-yl)-[1,2,4]triazolo[1,5-a]pyrimidin-4(7H)-yl)-N-(4-(trifluoromethoxy)phenyl)acetamide